CC1(CC=2C(=CN=C(C2)C2=NSC(=N2)NC2=NC=C(C=C2N(C(C)=O)C)C(F)(F)F)N1)C N-(2-(3-(2,2-dimethyl-2,3-dihydro-1H-pyrrolo[2,3-c]pyridin-5-yl)-1,2,4-thiadiazol-5-ylamino)-5-(trifluoromethyl)pyridin-3-yl)-N-methylacetamide